FC(COC=1C(=NC=C(C1)F)OC1=C(C=C2C(=N1)N(C(=N2)C(=O)NC2(CCS(CC2)(=O)=O)C)C)C)F 5-[[3-(2,2-difluoroethoxy)-5-fluoro-2-pyridyl]oxy]-3,6-dimethyl-N-(4-methyl-1,1-dioxo-thian-4-yl)imidazo[4,5-b]pyridine-2-carboxamide